alpha-glycidoxybutyl-tributoxysilane C(C1CO1)OC(CCC)[Si](OCCCC)(OCCCC)OCCCC